1-ethyl-3-(3-diethylaminopropyl)-carbodiimide hydrochloride Cl.C(C)N=C=NCCCN(CC)CC